2-(2-(4-(4-(5-(2-chloro-6-cyanophenyl)-4,5-dihydroisoxazol-3-yl)thiazol-2-yl)piperidin-1-yl)-2-oxoethoxy)pyrimidine-4-carbonitrile ClC1=C(C(=CC=C1)C#N)C1CC(=NO1)C=1N=C(SC1)C1CCN(CC1)C(COC1=NC=CC(=N1)C#N)=O